C(C)(C)(C)OC(=O)N1C[C@H]([C@H](CC1)C1=CC=C(C=C1)OC)COC1=CC(=CC=C1)C#N |r| (+/-)-cis-3-[(3-cyanophenoxy)methyl]-4-(4-methoxyphenyl)piperidine-1-carboxylic acid tert-butyl ester